octahydro-2H-pyrazino[1,2-a]pyrazin C1C2N(CCN1)CCNC2